Methyl-(S,E)-(7-(dimethylamino)-1-((1-((7-fluoro-4-isobutyl-3H-imidazo[4,5-c]pyridin-2-yl)methyl)-6-isopropyl-2-oxo-1,2-dihydropyridin-3-yl)amino)-1,7-dioxohept-5-en-2-yl)carbamat COC(N[C@H](C(=O)NC=1C(N(C(=CC1)C(C)C)CC1=NC2=C(C(=NC=C2F)CC(C)C)N1)=O)CC\C=C\C(=O)N(C)C)=O